2,2-dimethylcyclopropaneformamide methyl-(2R)-2-[cyclopropyl-[(2,4-dimethoxyphenyl)methyl]amino]-3-hydroxy-propanoate COC([C@@H](CO)N(CC1=C(C=C(C=C1)OC)OC)C1CC1)=O.CC1(C(C1)C(=O)N)C